C1(=CC=CC=C1)C1(NC2=NC(=NC=C2N1)N)N 8-phenyl-9H-purine-2,8-diamine